C(C)(C)(C)OC(CC(=O)NCC)CC 3-tert-butoxy-N,3-diethylpropionamide